C(C)[NH+](CC)CC.C(CC)S(=O)(=O)[O-] propane-1-sulfonic acid triethylammonium salt